2,6-dibromonicotinonitrile BrC1=C(C#N)C=CC(=N1)Br